ClC1=NC=C(C(=N1)N1C=C2C(=C1)CN(C2=O)C(=O)OC(C)(C)C)F tert-butyl 5-(2-chloro-5-fluoropyrimidin-4-yl)-1-oxo-3,5-dihydropyrrolo[3,4-c]pyrrole-2(1H)-carboxylate